C(C)(C)(C)OC(=O)N1C[C@H](CCC1)NC1=NC=CC(=N1)C1=C(N=NC=C1)Cl (S)-3-((4-(3-Chloropyridazin-4-yl)pyrimidin-2-yl)amino)piperidine-1-carboxylic acid tert-butyl ester